3-[[4-[(2R)-2-Amino-5-hydroxy-5-methyl-hexoxy]-6-(2,6-dimethylphenyl)pyrimidin-2-yl]sulfamoyl]benzoic acid N[C@@H](COC1=NC(=NC(=C1)C1=C(C=CC=C1C)C)NS(=O)(=O)C=1C=C(C(=O)O)C=CC1)CCC(C)(C)O